S1C(=NC2=C1C=CC=C2)N(C2=CC=C(C=N2)C(CBr)=O)COCC[Si](C)(C)C 1-(6-(benzo[d]thiazol-2-yl((2-(trimethylsilyl)ethoxy)methyl)amino)pyridin-3-yl)-2-bromoethan-1-one